CC(CC(=O)O)=CC(CCC)C 3,5-dimethyl-3-octenoic acid